(R)-2-(5-methyl-6-(1'-(piperidin-4-ylmethyl)-[1,4'-bipiperidin]-4-yl)-6,7,8,9-tetrahydro-5H-pyrido[3',4':4,5]pyrrolo[2,3-c]pyridazin-3-yl)phenol C[C@H]1N(CCC2=C1C1=C(N=NC(=C1)C1=C(C=CC=C1)O)N2)C2CCN(CC2)C2CCN(CC2)CC2CCNCC2